4-methylbenzenesulfonic acid sodium salt [Na+].CC1=CC=C(C=C1)S(=O)(=O)[O-]